chloroindolyl-(chloroazepine) ClC1=C(NC2=CC=CC=C12)C1=C(NC=CC=C1)Cl